BrC1=CC2=C(N=C(O2)C2(CCN(CC2)C(=O)OC(C)(C)C)C)C=C1 Tert-Butyl 4-(6-bromo-1,3-benzoxazol-2-yl)-4-methylpiperidine-1-carboxylate